C(C)(=O)N1CCC(CC1)N1N=CC(=C1CO)C=1C=C(C=2N(C1)N=CC2C#N)SC2=NC=CC=C2F 6-(1-(1-acetylpiperidin-4-yl)-5-(hydroxymethyl)-1H-pyrazol-4-yl)-4-((3-fluoropyridin-2-yl)thio)pyrazolo[1,5-a]pyridine-3-carbonitrile